COC1=C(C(=CC(=C1)N1CCOCC1)C)NC(CCC(C)C)=O 4-Methyl-pentanoic acid (2-methoxy-6-methyl-4-morpholin-4-yl-phenyl)-amide